[N+](=O)([O-])C1=CC(=C(OC2CCN(CC2)C(C)=O)C=C1)C(F)(F)F 1-(4-(4-nitro-2-(trifluoromethyl)phenoxy)piperidin-1-yl)ethan-1-one